C1=CC=CC=2C3=CC=CC=C3N(C12)C=1C=C(C=C(C1)C1=NC(=NC(=N1)C1=CC=CC=C1)C1=CC=CC=C1)N1C2=CC=CC=C2C=2C=CC=CC12 9-(3-(9H-carbazol-9-yl)-5-(4,6-diphenyl-1,3,5-triazine-2-yl)phenyl)-9H-carbazole